N1=NC(=NC=C1)NC=1NC=2N(C(C1C1=CC=C(C=C1)OC)=O)N=C(C2C2=CCCCC2)C2=CC=CC=C2 5-((1,2,4-triazin-3-yl)amino)-3-(cyclohex-1-en-1-yl)-6-(4-methoxyphenyl)-2-phenylpyrazolo[1,5-a]pyrimidin-7(4H)-one